1-bromo-3-chloro-5-((3-fluorobenzyl)oxy)benzene BrC1=CC(=CC(=C1)OCC1=CC(=CC=C1)F)Cl